N-(phenylcarbonyl)aminotetrahydrothiophene-1,1-dioxide C1(=CC=CC=C1)C(=O)NC1S(CCC1)(=O)=O